FC1=CC(=C(C=C1)C1=CC=C2CN(C(C2=C1)=O)C1=NC(=CC(=C1)CN[C@@H](CO)C(C)C)C)C1=NN=CN1C (R)-6-(4-Fluoro-2-(4-methyl-4H-1,2,4-triazol-3-yl)phenyl)-2-(4-(((1-hydroxy-3-methylbutan-2-yl)amino)methyl)-6-methylpyridin-2-yl)isoindolin-1-one